8-morpholino-2,3,4,6,7,8,9,9a-octahydropyrido[1,2-a]pyrazin-1-one O1CCN(CC1)C1CC2N(CCNC2=O)CC1